[Cl-].C(CCCCCCC\C=C/C\C=C/CCCCC)[NH2+]C linoleylmethylammonium chloride